(E)-3-(3,5-dichloro-4-hydroxyphenyl)-1-(3-methyl-6-(methylthio)benzofuran-2-yl)prop-2-en-1-one ClC=1C=C(C=C(C1O)Cl)/C=C/C(=O)C=1OC2=C(C1C)C=CC(=C2)SC